2-methyltricyclo[4.3.0.12,5]-decene CC12C3=CCCC3C(CC1)C2